phenylbis(2-methyl-4,6-diisopropyl-1-indenyl)titanium dichloride [Cl-].[Cl-].C1(=CC=CC=C1)[Ti+2](C1C(=CC2=C(C=C(C=C12)C(C)C)C(C)C)C)C1C(=CC2=C(C=C(C=C12)C(C)C)C(C)C)C